O1CCN(CCC1)C1=C(C(=O)O)C=CC=N1 2-(1,4-oxazepan-4-yl)nicotinic acid